NC(CN1C(C2=CC=CC=C2C1=O)=O)CC1=CC(=CC(=C1)F)F 2-(2-amino-3-(3,5-difluorophenyl)propyl)isoindoline-1,3-dione